cis-8-dimethylamino-3-[2-(3-oxo-piperazin-1-yl)-4-(trifluoromethyl)-pyrimidin-5-yl]-8-phenyl-1,3-diazaspiro[4.5]decan-2-one CN(C1(CCC2(CN(C(N2)=O)C=2C(=NC(=NC2)N2CC(NCC2)=O)C(F)(F)F)CC1)C1=CC=CC=C1)C